2-(2,4-difluorophenyl)-N-(7-methoxy-9H-pyrido[3,4-b]indol-1-yl)acetamide FC1=C(C=CC(=C1)F)CC(=O)NC1=NC=CC2=C1NC1=CC(=CC=C21)OC